FC1=C(C(=O)N[C@H](C)\C=C\S(=O)(=O)C)C=CC(=C1)N1C(CCCC1)C1=C(C=C(C=C1)F)C 2-fluoro-4-(2-(4-fluoro-2-methylphenyl)piperidin-1-yl)-N-((R,E)-4-(methylsulfonyl)but-3-en-2-yl)benzamide